2-chloro-N-[4-fluoro-5-(2-morpholin-4-ylpyrimidin-5-yl)-2-[(3R,5S)-3,4,5-trimethylpiperazin-1-yl]phenyl]benzamide sodium dithiocarbamate salt C(N)([S-])=S.[Na+].ClC1=C(C(=O)NC2=C(C=C(C(=C2)C=2C=NC(=NC2)N2CCOCC2)F)N2C[C@H](N([C@H](C2)C)C)C)C=CC=C1